(S)-1-((S)-2-((1S,2S)-2-methylcyclopropane-1-carboxamido)hex-5-enoyl)hexahydropyridazine-3-carboxylic acid C[C@@H]1[C@H](C1)C(=O)N[C@H](C(=O)N1N[C@@H](CCC1)C(=O)O)CCC=C